benzyl (3S)-3-((4-(2-(3-((cyclopropanecarbonylamino)methyl)-2-fluoro-phenoxy)-3-pyridyl)pyrimidin-2-yl)amino)piperidine-1-carboxylate C1(CC1)C(=O)NCC=1C(=C(OC2=NC=CC=C2C2=NC(=NC=C2)N[C@@H]2CN(CCC2)C(=O)OCC2=CC=CC=C2)C=CC1)F